tert-butyl (2R,3S,4S)-3-(acetyloxy)-2-{[4-(1,3-benzothiazol-5-yl)phenyl]methyl}-4-[(tert-butoxycarbonyl)oxy]pyrrolidine-1-carboxylate C(C)(=O)O[C@H]1[C@H](N(C[C@@H]1OC(=O)OC(C)(C)C)C(=O)OC(C)(C)C)CC1=CC=C(C=C1)C=1C=CC2=C(N=CS2)C1